The molecule is a carbobicyclic compound that is bicyclo[3.1.0]hexane which is substituted at the 2-pro-S, 4-pro-S and 5-pro-R positions by thymin-1-yl, hydroxy, and hydroxymethyl groups, respectively. It is a carbobicyclic compound, a primary alcohol, a secondary alcohol, a C-glycosyl pyrimidine and a pyrimidone. It derives from a thymine. CC1=CN(C(=O)NC1=O)[C@H]2C[C@@H]([C@]3([C@@H]2C3)CO)O